BrC=1C=CN2NC(NC(C21)=O)=O 5-bromopyrrolo[2,1-f][1,2,4]triazine-2,4(1H,3H)-dione